3-acetyl-8-chloro-2-phenylquinoline C(C)(=O)C=1C(=NC2=C(C=CC=C2C1)Cl)C1=CC=CC=C1